C(C1=CC=CC=C1)(=O)C1=CNC2=CC=CC=C12 3-(benzoyl)indole